CN1[C@H]2[C@@](CCC1)(CCC2)COC=2N=C(C1=C(N2)C(=C(N=C1)C1=C(C=CC(=C1)O)C(C)C)F)N1C[C@@](CCC1)(O)C (3R)-1-(2-{[(4as,7ar)-1-methyl-octahydro-1H-cyclopenta[b]pyridin-4a-yl]methoxy}-8-fluoro-7-[5-hydroxy-2-(propan-2-yl)phenyl]pyrido[4,3-d]pyrimidin-4-yl)-3-methylpiperidin-3-ol